FC1(C(C=2C(=NN(C2CC1)C1OCCCC1)C(F)(F)F)=O)F 5,5-difluoro-1-(oxan-2-yl)-3-(trifluoromethyl)-6,7-dihydroindazol-4-one